[N+](=O)([O-])C1=CC=C(C=C1)OP(=O)([O-])[O-].[Na+].[Na+] disodium 4-nitrophenyl-phosphate salt